COC(CC1=CC=C(C=C1)C1=NN(C(=C1C#N)NC(=O)OC(C)(C)C)C(C)C)=O 2-[4-[5-(tert-Butoxycarbonylamino)-4-cyano-1-isopropyl-pyrazol-3-yl]phenyl]acetic acid methyl ester